C12(CC(C1)C2)N2C=C(C(=CC2=O)NC2CCN(CC2)C)C(=O)N[C@H](C)C2=C(C(=CC=C2)C(F)F)F (R)-1-(bicyclo[1.1.1]pentan-1-yl)-N-(1-(3-(difluoromethyl)-2-fluorophenyl)ethyl)-4-((1-methylpiperidin-4-yl)amino)-6-oxo-1,6-dihydropyridine-3-carboxamide